C(CCC)NC1=C(C=C(C=C1)[N+](=O)[O-])S(=O)(=O)N(C)C 2-(butylamino)-N,N-dimethyl-5-nitro-benzenesulfonamide